ClC1=C(C=CC(=C1)F)NCC1=CC=C(C(=O)NO)C=C1 4-(((2-chloro-4-fluorophenyl)amino)methyl)-N-hydroxybenzoamide